N[C@@H](CC1=CNC2=CC=CC=C12)C(=O)O Z-tryptophan